ClC1=CC2=C(N=N1)NC(=C2)CCNC(OC(C)(C)C)=O Tert-butyl (2-(3-chloro-7H-pyrrolo[2,3-c]pyridazin-6-yl)ethyl)carbamate